Methyl (S)-2-((2-(4-bromo-2,6-difluorophenyl)-7-methylimidazo[1,2-a]pyridin-3-yl)methyl-yl)morpholine-4-carboxylate BrC1=CC(=C(C(=C1)F)C=1N=C2N(C=CC(=C2)C)C1C=C1CN(CCO1)C(=O)OC)F